acrylate (methyl methacrylate) CC=C(C(=O)O)C.C(C=C)(=O)O